NC1=NC(=C2N=CN(C2=N1)[C@H]1C[C@H](C1)COP(=O)(OC1=C(C=C(C=C1)Cl)F)N[C@@H](C)C(=O)OC)OC Methyl (((cis-3-(2-amino-6-methoxy-9H-purin-9-yl)cyclobutyl)methoxy)(4-chloro-2-fluorophenoxy)phosphoryl)-L-alaninate